(R)-1-[4-({1-[3-amino-5-(trifluoromethyl)phenyl]ethyl}amino)-2-methyl-7,8-dihydro-6H-pyrrolo[2,3-g]quinazolin-6-yl]ethan-1-one NC=1C=C(C=C(C1)C(F)(F)F)[C@@H](C)NC1=NC(=NC2=CC3=C(C=C12)N(CC3)C(C)=O)C